CN(\C=C/C(=O)C1(CCN(CC1)C(=O)OC(C)(C)C)C=C)C tert-butyl 4-[(2Z)-3-(dimethylamino) prop-2-enoyl]-4-vinylpiperidine-1-carboxylate